{[(4-methoxyphenyl)methyl]amino}-N-(4-{[(2-methyl(4-pyridyl))carbonylamino]methyl}phenyl)carboxamide COC1=CC=C(C=C1)CNC(=O)NC1=CC=C(C=C1)CNC(=O)C1=CC(=NC=C1)C